FC1=CC=C(C=C1)[C@H]1[C@@H](C1)C=1C=2N(N=C(C1)C=1C(NC(NC1)=O)=O)C=CN2 5-(8-((1R,2R)-2-(4-fluorophenyl)cyclopropyl)imidazo[1,2-b]pyridazin-6-yl)pyrimidine-2,4(1H,3H)-dione